[Zn+2].P(=O)([O-])([O-])[O-].[K+] potassium phosphate zinc salt